C(C)(C)(C)C1=CC(=C(C(=C1)C(C)(C)C)O)CC 4,6-di-tert-butyl-ethylphenol